C(C)(C)(C)OC(=O)NC1CN(CCC1)CCCCC1=CC=C(C(=N1)C(=O)OC)O Methyl 6-(4-(3-((tert-butoxycarbonyl)amino)piperidin-1-yl)butyl)-3-hydroxypicolinate